C(C)S(=O)(=O)C=1C(=C(C(=O)N)C=CC1)[N+](=O)[O-] (ethylsulfonyl)-2-nitrobenzamide